2-Acetamidoethyl (2S,5R)-7-oxo-6-(sulfooxy)-1,6-diazabicyclo[3.2.1]octane-2-carbimidate O=C1N([C@@H]2CC[C@H](N1C2)C(OCCNC(C)=O)=N)OS(=O)(=O)O